N-[(S)-{[16,20-difluoro-2,3,4,5-tetrahydro-12H-13,17-(azeno)-11,7-(metheno)-1,6,12,14-benzodioxadiazacyclononadecin-9-yl]methyl}(methyl)oxo-lambda6-sulfanylidene]-L-valinamide FC1=CN=C2NC=3C=C(C=C(OCCCCOC4=C(C1=N2)C=CC(=C4)F)C3)C[S@@](=NC([C@@H](N)C(C)C)=O)(=O)C